(S)-1-tert-Butoxycarbonyl-3-aminopyrrolidine C(C)(C)(C)OC(=O)N1C[C@H](CC1)N